BrC1=C(CC=2C(=C(C=C(C2)F)C(=N)N(C)CC)C)C=CC=C1 (3-(2-bromobenzyl)-5-fluoro-2-methylphenyl)-N-ethyl-N-methylformamidine